2-(acetamido)phenylacetic acid C(C)(=O)NC1=C(C=CC=C1)CC(=O)O